C(C1=CC=CC=C1)OCC1(CCC(CC1)(F)F)C(=O)OCC ethyl 1-((benzyloxy) methyl)-4,4-difluorocyclohexane-1-carboxylate